NC1=C(C=NC(=C1F)Cl)/C=C/C(=O)OCC Ethyl (2E)-3-(4-Amino-6-Chloro-5-Fluoropyridin-3-Yl)Prop-2-Enoate